C(#N)CN1C=NC(=C1C)C(=O)OCC Ethyl 1-(cyanomethyl)-5-methyl-1H-imidazole-4-carboxylate